ClC=1C=C(C(=O)N2CC=3C(=NN4C3C(N(C[C@H]4C)[C@@H](C)C=4C=NC(=CC4)N4N=C(N=N4)C)=O)C[C@H]2C)C=CC1Cl (3r,7r)-2-(3,4-dichlorobenzoyl)-3,7-dimethyl-9-((S)-1-(6-(5-methyl-2H-tetrazol-2-yl)pyridin-3-yl)ethyl)-1,2,3,4,8,9-hexahydropyrido[4',3':3,4]pyrazolo[1,5-a]pyrazin-10(7H)-one